N(=C=O)C1CC2CCC(CC2CC1)N=C=O 2,6-diisocyanatodecalin